C(C)(C)(C)O[C@H]1[C@@H](C[C@H]2N(CCC3=CC(=C(C=C23)OC)OC[C@@H]2C(C2)(F)F)C1)O (2R,3R,11bR)-3-(tert-butoxy)-9-(((R)-2,2-difluorocyclopropyl)methoxy)-10-methoxy-1,3,4,6,7,11b-hexahydro-2H-pyrido[2,1-a]isoquinolin-2-ol